3-2-ethylhexyl mercaptopropionate SC(C(=O)OCCC(CCC)CC)C